(S)-7-((5-(2-(2-hydroxypropan-2-yl)morpholino)pyridin-2-yl)amino)-4-(7-methylimidazo[1,2-a]pyrimidin-3-yl)isoindolin-1-one OC(C)(C)[C@H]1OCCN(C1)C=1C=CC(=NC1)NC=1C=CC(=C2CNC(C12)=O)C1=CN=C2N1C=CC(=N2)C